((4-butylphenyl)diazinyl)2-hydroxybenzaldehyde C(CCC)C1=CC=C(C=C1)C1=C(N=NC=C1)C=1C(=C(C=O)C=CC1)O